tert-butyl 6-(3,4-difluorophenyl)-3-methyl-3,4-dihydropyridine-1(2H)-carboxylate FC=1C=C(C=CC1F)C1=CCC(CN1C(=O)OC(C)(C)C)C